octyl-α-cyanoacrylate C(CCCCCCC)OC(C(=C)C#N)=O